C1N(CC12CNC2)CC2=CC=C1C(=NN(C1=C2)C)N2C(N=CC=C2)=O 1-{6-[(2,6-diazaspiro[3.3]heptane-2-yl)methyl]-1-methyl-1H-indazol-3-yl}-1,3-diazinon